C=1C=2N(C=CN=CC=NC=CN=CC=NC=CN=CC=NC=CN=CC=CN=CC=NC=CN1)C=CC2 pyrrolo[1,2-v][1,4,7,10,13,16,19,22,25,28,31]undecaazacyclotetratriaContin